FC1=C(CC2=NC3=C(N2CC2OCC2)C=C(C=C3OC)C(=O)O)C=C(C(=C1)C1=NC(=CC=C1)OCC1=NN(C=C1)C)F 2-(2,5-difluoro-4-(6-((1-methyl-1H-pyrazol-3-yl)methoxy)pyridin-2-yl)benzyl)-4-methoxy-1-(oxetan-2-ylmethyl)-1H-benzo[d]imidazole-6-carboxylic acid